NC(C(=O)O)(CCCCB(O)O)CCCN1CC(C1)C1=CC=C(C=C1)C 2-amino-6-borono-2-(3-(3-p-tolylazetidin-1-yl)propyl)hexanoic acid